O1COCC2=C1C=CC=C2C=2N=C(NC2C2=NC=CC=C2)C2=CC=C(C(=O)N)C=C2 4-[4-(1,3-benzodioxan-5-yl)-5-(2-pyridinyl)-1H-imidazol-2-yl]benzamide